(3-(1-(2-(5-((4,6-Difluoro-1H-indol-5-yl)oxy)-2-fluorophenyl)-1H-imidazol-4-yl)-1-hydroxyethyl)-5-fluorophenyl)butan-2-one FC1=C2C=CNC2=CC(=C1OC=1C=CC(=C(C1)C=1NC=C(N1)C(C)(O)C=1C=C(C=C(C1)F)CC(CC)=O)F)F